ClC1=C(C(=O)NC(NC=2C(=NC=CC2OC)C(C)C)=O)C=C(C(=N1)Cl)F 2,6-dichloro-5-fluoro-N-((2-isopropyl-4-methoxypyridin-3-yl)carbamoyl)nicotinamide